(1S)-1-phenylethanamine C1(=CC=CC=C1)[C@H](C)N